N-(3-(dimethylamino)propyl)-1-(5-fluoro-2-methoxyphenyl)-6-((3-oxo-3,4-dihydropyrazin-2-yl)amino)-1H-pyrazolo[4,3-c]pyridine-3-carboxamide CN(CCCNC(=O)C1=NN(C2=C1C=NC(=C2)NC2=NC=CNC2=O)C2=C(C=CC(=C2)F)OC)C